4-((5-(3-(((S)-1-(1H-tetrazol-1-yl)propan-2-yl)oxy)-4-chlorophenyl)pyrimidin-2-yl)amino)-1-((1r,4r)-4-((2S,6R)-2,6-dimethyl-morpholino)cyclohexyl)-1H-pyrazol-3-ol N1(N=NN=C1)C[C@H](C)OC=1C=C(C=CC1Cl)C=1C=NC(=NC1)NC=1C(=NN(C1)C1CCC(CC1)N1C[C@@H](O[C@@H](C1)C)C)O